1-(Benzyloxycarbonylamino)cyclopropanecarboxamide C(C1=CC=CC=C1)OC(=O)NC1(CC1)C(=O)N